2-ethyl-octahydro-9,10-anthraquinone CCC1CCC2C(C1)C(=O)C3=CCCCC3C2=O